2-butyl-1,2-propanediol C(CCC)C(CO)(C)O